2-[6-amino-5-(trifluoromethoxy)pyridin-3-yl]-N-[(1S)-2-methoxy-1-phenylethyl]-6,7-dihydrospiro[pyrazolo[5,1-c][1,4]oxazine-4,3'-pyrrolidine]-1'-carboxamide NC1=C(C=C(C=N1)C1=NN2C(=C1)C1(CN(CC1)C(=O)N[C@H](COC)C1=CC=CC=C1)OCC2)OC(F)(F)F